ClC=1C=C(NC2(CCC3([C@H](CC4=CC=CC=C34)C3=CC=C(C=C3)OC)CC2)C(=O)O)C=CC1 (1r,2'R,4R)-4-(3-chloroanilino)-2'-(4-methoxyphenyl)-2',3'-dihydrospiro[cyclohexane-1,1'-indene]-4-carboxylic acid